2-chloro-3-(phenyl-d5)benzofuro[2,3-b]Pyrazine ClC=1N=C2C(=NC1C1=C(C(=C(C(=C1[2H])[2H])[2H])[2H])[2H])OC1=C2C=CC=C1